O=C1COC2(CC2)CN1C(=O)OC(C)(C)C tert-butyl 6-oxo-4-oxa-7-azaspiro[2.5]octane-7-carboxylate